1-[[2-(difluoro-methoxy)pyridin-4-yl]methyl]-3-[rac-(1R,5S)-3-oxo-8-bicyclo[3.2.1]octanyl]urea FC(OC1=NC=CC(=C1)CNC(=O)NC1[C@H]2CC(C[C@@H]1CC2)=O)F |r|